C(=O)=C1NC=CC2=C(C=CC=C12)N1N=CC(=C1C(F)(F)F)N1C=CC(C2=C(N=CC=C12)C(F)(F)F)=O (1-(1-carbonyl-1,2-dihydro-isoquinolin-5-yl)-5-(trifluoromethyl)-1H-pyrazol-4-yl)-5-(trifluoromethyl)-1,6-naphthyridine-4(1H)-one